COC1OC(C2=CC(=CC=C12)NC1=NC=C(C(=N1)N[C@H](CO)C1=CC=CC=C1)C=1OC(=NN1)C1=NC=CC=C1)(C)C (2S)-2-((2-((1-methoxy-3,3-dimethyl-1,3-dihydroisobenzofuran-5-yl)amino)-5-(5-(pyridin-2-yl)-1,3,4-oxadiazol-2-yl)pyrimidin-4-yl)amino)-2-phenylethan-1-ol